C(C=C)C1=NC(=C2NC=NC2=N1)N allyl-adenine